(E)-1-(2-hydroxyphenyl)ethanone oxime OC1=C(C=CC=C1)/C(/C)=N/O